C1(=CC=CC=C1)C(CCC(=O)OC(C)(C)C)C1=CC=CC=C1 t-butyl 4,4-diphenylbutyrate